BrC1=C(C(=CC(=N1)N)C)C(F)(F)F 6-bromo-4-methyl-5-(trifluoromethyl)pyridine-2-amine